C(CCCCCCC)OC(C(NS(=O)(=O)C(N(CC)CC)=S)NS(=O)(=O)C(N(CC)CC)=S)=O 2,2-bis(diethylthiocarbamoylsulfonamido)acetic acid octyl ester